BrC1=CC=C(CN2C=C(C3=CC(=CC=C23)C2=NN=NN2)C#N)C=C1 1-(4-bromobenzyl)-5-(1H-tetrazol-5-yl)-1H-indole-3-carbonitrile